1,3-dioxoisoindolin-2-yl 2-methyl-2-(tetrahydro-2H-pyran-4-yl)propanoate CC(C(=O)ON1C(C2=CC=CC=C2C1=O)=O)(C)C1CCOCC1